CN1C(OCC2=C1N=C(N=C2)S(=O)(=O)C)=O 1-Methyl-7-methylsulfonyl-4H-pyrimido[4,5-d][1,3]oxazin-2-one